N-[5-{4-(benzyloxy)phenoxy}pyridin-3-yl]acrylamide C(C1=CC=CC=C1)OC1=CC=C(OC=2C=C(C=NC2)NC(C=C)=O)C=C1